benzylbis(2-hydroxyethyl)(2-dodecyloxyethyl)ammonium chloride [Cl-].C(C1=CC=CC=C1)[N+](CCOCCCCCCCCCCCC)(CCO)CCO